C(#N)C1=NC=C(C(=C1)C1=CC=2N(C=C1)N=C(C2)NC(=O)C2CC2)OC[C@H]2CN(CC2)CC#N N-[5-[2-cyano-5-[[(3R)-1-(cyanomethyl)pyrrolidin-3-yl]methoxy]-4-pyridyl]pyrazolo[1,5-a]pyridin-2-yl]cyclopropanecarboxamide